IC=1C(=NN(C1C(=O)OC)COCC[Si](C)(C)C)C methyl 4-iodo-3-methyl-1-{[2-(trimethylsilyl)ethoxy]methyl}-1H-pyrazole-5-carboxylate